lithium bis[6-methoxymethoxy-1,3-dimethylhexyl]copper COCOCCCC(CC(C)[Cu]C(CC(CCCOCOC)C)C)C.[Li]